(3R,6S,9aS)-8-(1-(3-aminopropyl)piperidin-4-yl)-1-((E)-3-(benzo[d]thiazol-2-yl)acryloyl)-3-isobutyl-6-neopentyltetrahydropyrazino[2,1-c][1,2,4]oxadiazine-4,7(3H,6H)-dione NCCCN1CCC(CC1)N1C[C@@H]2N(O[C@@H](C(N2[C@H](C1=O)CC(C)(C)C)=O)CC(C)C)C(\C=C\C=1SC2=C(N1)C=CC=C2)=O